N(=[N+]=[N-])N[C@@H](C)C(=O)O Azido-L-alanine